N-((3S,4R)-3-fluoro-1-methylpiperidin-4-yl)-5-(1-((S)-1-fluoropropan-2-yl)-1H-benzo[d][1,2,3]triazol-6-yl)-4-methoxypyrrolo[2,1-f][1,2,4]triazin-2-amine F[C@H]1CN(CC[C@H]1NC1=NN2C(C(=N1)OC)=C(C=C2)C=2C=CC1=C(N(N=N1)[C@H](CF)C)C2)C